8,11,14-trioxa-4,5,16,19,20-pentaazatetracyclo[13.5.2.12,5.018,21]tricosa-1(20),2(23),3,15(22),16,18(21)-hexaene C=12C=3C=NN(CCOCCOCCOC=4N=CC(NN1)=C2C4)C3